5-chloro-2-hydroxy-3-((2-methoxyethoxy)methyl)-N-(5-(trifluoromethyl)pyrazin-2-yl)benzamide ClC=1C=C(C(=C(C(=O)NC2=NC=C(N=C2)C(F)(F)F)C1)O)COCCOC